N1N=NC(=C1)CNC(=O)[C@H]1N2C3=C(C=CC=C3C1)CC[C@@H](C2=O)NC([C@H](C(C)C)NC(CF)=O)=O (2S,5S)-5-[(S)-2-(2-Fluoro-acetylamino)-3-methyl-butyrylamino]-4-oxo-1,2,4,5,6,7-hexahydro-azepino[3,2,1-hi]indole-2-carboxylic acid (1H-[1,2,3]triazol-4-ylmethyl)-amide